4-(10-(7-chlorodibenzofuran-1-yl)anthracen-9-yl)-N,N-diphenylaniline ClC1=CC2=C(C3=C(O2)C=CC=C3C3=C2C=CC=CC2=C(C2=CC=CC=C32)C3=CC=C(N(C2=CC=CC=C2)C2=CC=CC=C2)C=C3)C=C1